methyl 2-(6-bromo-4-oxothieno[3,2-d]pyrimidin-3(4H)-yl)-2-phenylacetate BrC1=CC=2N=CN(C(C2S1)=O)C(C(=O)OC)C1=CC=CC=C1